B(O)(O)OB(O)O.OC(C)(C)C(C)(C)O pinacol diborate